bis(3,4,6-trichloro-2-{[(2-ethylphenyl)methoxy]carbonyl} phenyl)-Oxalat ClC=1C(=C(C(=CC1Cl)Cl)OC(C(=O)OC1=C(C(=C(C=C1Cl)Cl)Cl)C(=O)OCC1=C(C=CC=C1)CC)=O)C(=O)OCC1=C(C=CC=C1)CC